N-(amino(4-(2-hydroxypropan-2-yl)thiophen-2-yl)(oxo)-λ6-sulfaneylidene)-2-(6-cyano-2,4-diisopropylpyridin-3-yl)acetamide NS(=NC(CC=1C(=NC(=CC1C(C)C)C#N)C(C)C)=O)(=O)C=1SC=C(C1)C(C)(C)O